[7-(5-methyl-1,2-oxazol-3-yl)-3-(3-quinolin-5-yl-1H-pyrazolo[3,4-b]pyrazin-6-yl)-3-azabicyclo[4.1.0]heptan-7-yl]methanamine CC1=CC(=NO1)C1(C2CCN(CC12)C1=CN=C2C(=N1)NN=C2C2=C1C=CC=NC1=CC=C2)CN